1-(5-bromo-2-hydrazinocarbonylphenyl)-3-(3,5-dichlorophenyl)-urea BrC=1C=CC(=C(C1)NC(=O)NC1=CC(=CC(=C1)Cl)Cl)C(=O)NN